O/N=C(/N(CC1=CC=NN1C(C)C)CCCC(=O)OC(C)(C)C)\N tert-butyl (E)-4-(2-hydroxy-1-((1-isopropyl-1H-pyrazol-5-yl)methyl)guanidino)butanoate